ethyl 1-(2-hydroxy-1-(4-methoxyphenyl) ethyl)-1H-imidazole-5-carboxylate OCC(C1=CC=C(C=C1)OC)N1C=NC=C1C(=O)OCC